(E)-(6-Isopropoxy-1-indanylidene)acetaldehyde C(C)(C)OC1=CC=C2CC/C(/C2=C1)=C\C=O